C([C@@H]1[C@H]([C@@H]([C@H](C(O1)O)O)O)O)O The molecule is a glucopyranose having D-configuration. It has a role as a human metabolite, a Saccharomyces cerevisiae metabolite, an Escherichia coli metabolite and a mouse metabolite. It is a D-glucose and a glucopyranose.